NC=1C(=C(C#N)C=CC1)OC1=C(C=CC=C1)F 3-amino-2-(2-fluorophenoxy)benzonitrile